methyl-(E)-3-(4-((7-hydroxy-3-(4-methoxybenzoyl)quinolin-4-yl)oxy)phenyl)acrylic acid C/C(/C(=O)O)=C\C1=CC=C(C=C1)OC1=C(C=NC2=CC(=CC=C12)O)C(C1=CC=C(C=C1)OC)=O